FC1(CCCC1)CN1N=CC(=C1)C=1C=CC(=NC1C=1C=CC2=C(N=C(O2)C)C1)C#N 5-(1-((1-fluorocyclopentyl)methyl)-1H-pyrazol-4-yl)-6-(2-methylbenzo[d]oxazol-5-yl)picolinonitrile